The molecule is a glucosaminoglycan consisting of L-asparagine having the pentasaccharide alpha-D-Man-(1->3)-[alpha-D-Man-(1->6)]-beta-D-Man-(1->4)-beta-D-GlcNAc-(1->4)-beta-D-GlcNAc attached at the N(4)-position It is a glucosamine oligosaccharide, a glucosaminoglycan and a N(4)-glycosyl-L-asparagine. CC(=O)N[C@@H]1[C@H]([C@@H]([C@H](O[C@H]1NC(=O)C[C@@H](C(=O)O)N)CO)O[C@H]2[C@@H]([C@H]([C@@H]([C@H](O2)CO)O[C@H]3[C@H]([C@H]([C@@H]([C@H](O3)CO[C@@H]4[C@H]([C@H]([C@@H]([C@H](O4)CO)O)O)O)O)O[C@@H]5[C@H]([C@H]([C@@H]([C@H](O5)CO)O)O)O)O)O)NC(=O)C)O